3-(5-amino-1H-pyrazol-4-yl)pyrrolidine-1-carboxylic acid tert-butyl ester C(C)(C)(C)OC(=O)N1CC(CC1)C=1C=NNC1N